8-methoxy-3-(prop-2-ynyl)-1,2,3,4-tetrahydroquinazolin-2,4-dione COC=1C=CC=C2C(N(C(NC12)=O)CC#C)=O